C(C)(C)(C)OC(=O)N1C(=CC2=CC=CC=C12)C=O 2-formyl-1H-indole-1-carboxylic acid tert-butyl ester